11-(2-aminoethyl)-12,12,13,13-tetradeuterio-6-(2,2,2-trifluoroethoxy)-1,5,11-triazatricyclo[7.4.0.02,7]trideca-2,4,6,8-tetraen-10-one hydrochloride Cl.NCCN1C(C2=CC3=C(N=CC=C3N2C(C1([2H])[2H])([2H])[2H])OCC(F)(F)F)=O